C(C(C)C)(=O)OC(C)OC(=O)NC(C(=O)O)C (((1-(isobutyryloxy)ethoxy)carbonyl)amino)propanoic acid